2-((5-(2,2-difluoroethoxy)-7-methyl-1H-indol-4-yl)methyl)-3-hydroxy-2H-indazole-5-carbonitrile FC(COC=1C(=C2C=CNC2=C(C1)C)CN1N=C2C=CC(=CC2=C1O)C#N)F